(1R,2R)-2-[tert-butyl(dimethyl)silyl]oxycyclopropanamine [Si](C)(C)(C(C)(C)C)O[C@H]1[C@@H](C1)N